Cl.CON1CC(CC1)O methoxy-3-pyrrolidinol hydrochloride